N-hydroxy-3,8-diazabicyclo[3.2.1]octane-2-carboxamide ONC(=O)C1C2CCC(CN1)N2